hexahydro-4,7-methanoindene C1CCC2C3CCC(=C12)C3